BrC=1C=C(C=CC1F)N1C(=NOC1=O)C=1C(=NON1)SC1CCC1 3-((4-(4-(3-bromo-4-fluorophenyl)-5-oxo-4,5-dihydro-1,2,4-oxadiazol-3-yl)-1,2,5-oxadiazol-3-yl)thio)cyclobutane